3-(5-(4-((2-(4-fluorophenyl)azetidin-1-yl)methyl)pyridin-2-yl)-1-oxoisoindolin-2-yl)piperidine-2,6-dione FC1=CC=C(C=C1)C1N(CC1)CC1=CC(=NC=C1)C=1C=C2CN(C(C2=CC1)=O)C1C(NC(CC1)=O)=O